BrCC(=O)C1=C(OCC(=O)OC)C=CC=C1 Methyl [2-(bromoacetyl)phenoxy]acetate